C1C(CC12CCC2)C(=O)O spiro[3.3]heptan-2-yl-carboxylic acid